N1C=CC2=CC=C(C=C12)CCNC([C@H](CC(C)C)NC(=O)[C@H]1N(CCC1)C([C@H]([C@@H](CC(C)C)N)O)=O)=O (S)-N-((S)-1-((2-(1H-indol-6-yl)ethyl)amino)-4-methyl-1-oxopentan-2-yl)-1-((2S,3R)-3-amino-2-hydroxy-5-methylhexanoyl)pyrrolidine-2-carboxamide